1H-indole-3-carboxylic acid (S)-ethyl ester C(C)OC(=O)C1=CNC2=CC=CC=C12